4-(1-boc-piperidin-3-yl)butyric acid C(=O)(OC(C)(C)C)N1CC(CCC1)CCCC(=O)O